3-(4-chloro-2,6-difluorophenyl)-1-phenyl-1H-pyrazole-4-carbaldehyde ClC1=CC(=C(C(=C1)F)C1=NN(C=C1C=O)C1=CC=CC=C1)F